ClC1=NC=C(C(=O)Cl)C=C1 6-chloronicotinoyl chloride